4-(1-cyclopropyl-3-phenyl-1H-pyrazol-4-yl)-7-methoxypyrido[3,2-d]pyrimidin C1(CC1)N1N=C(C(=C1)C=1C2=C(N=CN1)C=C(C=N2)OC)C2=CC=CC=C2